(S)-N-(9-(pyridin-4-yl)-7H-imidazo[1,2-c]pyrrolo[3,2-e]pyrimidin-5-yl)-1,3-dihydrospiro[inden-2,4'-piperidin]-1-amine N1=CC=C(C=C1)C1=CNC2=C1C=1N(C(=N2)N[C@@H]2C3=CC=CC=C3CC23CCNCC3)C=CN1